4-amino-3-methoxy-N-(pyrrolidin-3-yl)benzamide NC1=C(C=C(C(=O)NC2CNCC2)C=C1)OC